NN/N=N/N pentazene